3,5-bis(1,1-dimethylethyl)-N-phenyl-aniline CC(C)(C)C=1C=C(NC2=CC=CC=C2)C=C(C1)C(C)(C)C